ClC=1C(=CC(=C(C1)S(=O)(=O)NC=1SC=CN1)F)N[C@@H](C)C1=CC=CC=C1 (S)-5-chloro-2-fluoro-4-(1-phenylethylamino)-N-(thiazol-2-yl)benzenesulfonamide